C(C1=CC=CC=C1)N1N=CN=C1Cl 1-benzyl-5-chloro-1,2,4-triazole